ClC=1N=C(N2C1C(=CC(=C2)S(=O)(=O)NC2(CC2)CF)N2CCC1(COC1)CC2)C=2SC(=NN2)C(F)F 1-chloro-3-(5-(difluoromethyl)-1,3,4-thiadiazol-2-yl)-N-(1-(fluoromethyl)cyclopropyl)-8-(2-oxa-7-azaspiro[3.5]nonan-7-yl)imidazo[1,5-a]pyridine-6-sulfonamide